FC=1C=C2C=C(C(OC2=C(C1O)F)=O)C(=O)O 6,8-difluoro-7-hydroxy-2-oxo-chromene-3-carboxylic acid